C1(CCCC1)C=1SC(=C(N1)C)OC1=CC=C(C=C1)N1N=CN(C1=O)CC1=C(C=CC=C1F)F 2-(4-((2-cyclopentyl-4-methylthiazol-5-yl)oxy)phenyl)-4-(2,6-difluorobenzyl)-2,4-dihydro-3H-1,2,4-triazol-3-one